2-chloro-8-hydroxy-6,6a,7,8,9,10-hexahydro-5H-pyrido[1',2':4,5]Pyrazino[2,3-c]Pyridazine-5-carboxylic acid tert-butyl ester C(C)(C)(C)OC(=O)N1CC2N(C=3C1=NN=C(C3)Cl)CCC(C2)O